[benzyl(methyl)amino]-2-[(2,4-dimethoxyphenyl)methylamino]propan-1-one C(C1=CC=CC=C1)N(C)C(C(C)NCC1=C(C=C(C=C1)OC)OC)=O